C1=CC=CC=2C3=CC=CC=C3C(C12)COC(=O)N[C@H](C(=O)OC(C)(C)C)CP(=O)(OCC)OCC tert-Butyl (R)-2-((((9H-fluoren-9-yl)methoxy)carbonyl)amino)-3-(diethoxyphosphoryl)propanoate